creatine oxalate C(C(=O)O)(=O)O.O=C(O)CN(C)C(N)=N